(11R,14S)-11,14-dimethyl-10-oxa-2,4,6,15,22-pentazapentacyclo[13.6.2.12,5.019,23.09,24]tetracosa-1(22),5,7,9(24),16,19(23),20-heptaene-3,18-dione C[C@H]1OC=2C=CN=C3NC(N(C=4C=CC=5C(C=CN([C@H](CC1)C)C5N4)=O)C32)=O